4-((4-(2-chloropyridin-4-yl)thiazol-2-yl)amino)benzenesulfonic acid ClC1=NC=CC(=C1)C=1N=C(SC1)NC1=CC=C(C=C1)S(=O)(=O)O